C(C1=CC=CC=C1)NC=1C=2N(N=C(C1)NC1CCC1)C(=NN2)C(C)C N8-benzyl-N6-cyclobutyl-3-isopropyl-[1,2,4]triazolo[4,3-b]pyridazine-6,8-diamine